ClC=1C=C(C=CC1F)NC(N(CCCO)[C@H]1COCC=2NC(C=3C=C(C=CC3C21)F)=O)=O (R)-3-(3-chloro-4-fluorophenyl)-1-(8-fluoro-6-oxo-1,4,5,6-tetrahydro-2H-pyrano[3,4-c]isoquinolin-1-yl)-1-(3-hydroxypropyl)urea